ClC=1C=C(C=CC1C=1N(C2=NC=NC(=C2N1)OC1(CC1)C)CC=1C(=NN(C1)C)C)CC(=O)N 2-(3-chloro-4-(9-((1,3-dimethyl-1H-pyrazol-4-yl)methyl)-6-(1-methylcyclopropoxy)-9H-purin-8-yl)phenyl)acetamide